N-(2-methyl-5-nitrophenyl)-4-(3-pyridyl)-2-pyrimidamine CC1=C(C=C(C=C1)[N+](=O)[O-])NC1=NC=CC(=N1)C=1C=NC=CC1